t-butylaminopropylacrylamide C(C)(C)(C)NCCCC(C(=O)N)=C